C12COCC(CC1)N2C=2SC(=C(N2)C=2C(=C(N)C=CC2)F)C2=NC(=NC=C2)SC 3-(2-(3-oxa-8-azabicyclo[3.2.1]oct-8-yl)-5-(2-(methylthio)pyrimidin-4-yl)thiazol-4-yl)-2-fluoroaniline